BrC=1C=C(C(=CC1OC(C)C)C(=O)OC)C(=O)OC dimethyl 4-bromo-5-isopropoxy-benzene-1,2-dicarboxylate